[Br-].C(CCCCCCCCC)[N+](CCCCCCCCCC)(C)C N-decyl-N,N-dimethyldecan-1-aminium bromide